COC(C1=CC=C(C=C1)B1OC(C(O1)(C)C)(C)C)=O.C(CCC)C1N2C(=CC=C1)OS2(=O)=O butylpyridinesultone methyl-4-(4,4,5,5-tetramethyl-1,3,2-dioxaborolan-2-yl)benzoate